octadecenyl phosphate P(=O)(OC=CCCCCCCCCCCCCCCCC)([O-])[O-]